(1S,2S)-1,2-cyclohexanediamine (pyrophosphate) platinum (II) [Pt+2].[O-]P([O-])(=O)OP(=O)([O-])[O-].[C@H]1([C@H](CCCC1)N)N.[Pt+2]